OC1=CC=C2C=CC=3OC4(C=NC3C2=C1)N(C1=CC=CC=C1C4)C(C)C 9'-hydroxy-1-isopropylspiro[indoline-2,3'-(3H)-naphtho(2,1-b)-1,4-oxazine]